C(C)(C)(C)OC(=O)N1C=CC2=CC(=CC=C12)N(C(CNC1=NC(=CC(=C1C#N)C(F)(F)F)C(F)(F)F)=O)C.C(C)(C)(C)P(C(C)(C)C)C(C)(C)C tri(tert-Butyl)phosphine tert-butyl-5-(2-((3-cyano-4,6-bis(trifluoromethyl)pyridin-2-yl)amino)-N-methylacetamido)-1H-indole-1-carboxylate